(2S,4r)-1-[(2S)-2-(4-cyclopropyl-triazol-1-yl)-3,3-dimethyl-butyryl]-4-hydroxy-N-[3-(4-methylsulfonylphenyl)tetrahydrofuran-3-yl]pyrrolidine-2-carboxamide C1(CC1)C=1N=NN(C1)[C@H](C(=O)N1[C@@H](C[C@H](C1)O)C(=O)NC1(COCC1)C1=CC=C(C=C1)S(=O)(=O)C)C(C)(C)C